FC(N1C2=C(C=3C=CC(=CC13)OCCN1CCC(CC1)CCN1CCN(CC1)C=1C=C3C(N(C(C3=CC1)=O)C1C(NC(CC1)=O)=O)=O)C=NC=C2)F 5-(4-(2-(1-(2-((5-(difluoromethyl)-5H-pyrido[4,3-b]indol-7-yl)oxy)ethyl)piperidin-4-yl)ethyl)piperazin-1-yl)-2-(2,6-dioxopiperidin-3-yl)isoindoline-1,3-dione